methyl N-carbonochloridoyl-N-[4-(trifluoromethoxy)phenyl]carbamate C(=O)(Cl)N(C(OC)=O)C1=CC=C(C=C1)OC(F)(F)F